butylbenzoate HCl Cl.C(CCC)OC(C1=CC=CC=C1)=O